Ethyl 6-tert-butyldimethylsilyl-3-O-benzyl-2-azido-2-deoxy-α-D-glucopyranoside [Si](C)(C)(C(C)(C)C)C([C@@H]1[C@H]([C@@H]([C@H]([C@@H](OCC)O1)N=[N+]=[N-])OCC1=CC=CC=C1)O)O